N-(2-(2-(2-aminoethoxy)ethoxy)ethyl)-4-((3-(4-(di-fluoromethoxy)phenyl)imidazo[1,2-a]pyrazin-8-yl)amino)-2-methylbenzamide NCCOCCOCCNC(C1=C(C=C(C=C1)NC=1C=2N(C=CN1)C(=CN2)C2=CC=C(C=C2)OC(F)F)C)=O